O1CCC(CC1)CCNC(CO)CCC1(CC1)C(F)(F)F 2-(2-tetrahydropyran-4-ylethylamino)-4-[1-(trifluoromethyl)cyclopropyl]butan-1-ol